N1=CC=C(C=C1)CNCC=1C=CC=2N(C1)C=C(N2)CN2N=NC(=C2)C=2C=NC=C(C2)N2CCCC2 1-(pyridin-4-yl)-N-((2-((4-(5-(pyrrolidin-1-yl)pyridin-3-yl)-1H-1,2,3-triazol-1-yl)methyl)imidazo[1,2-a]pyridin-6-yl)methyl)methylamine